CC(C(C(=O)N)NS(=O)(=O)C)(C)C 3,3-dimethyl-2-(methylsulfonamido)butanamide